3-amino-5-bromo-4-methoxy-2-(methylamino)benzonitrile NC=1C(=C(C#N)C=C(C1OC)Br)NC